FC(OC1=C(C=C2C(=CN(C(C2=C1)=O)C1=CC(=C2C=CN(C2=C1)C)F)C(=O)N1CCCCC1)OC)F 7-(difluoromethoxy)-2-(4-fluoro-1-methyl-1H-indol-6-yl)-6-methoxy-4-(piperidine-1-carbonyl)isoquinolin-1(2H)-one